C(C)(C)(C)OC(=O)NC1=CC(=NN1C(=O)OC(C)(C)C)P(=O)(C)C tert-butyl 5-((tert-butoxycarbonyl)amino)-3-(dimethylphosphoryl)-1H-pyrazole-1-carboxylate